6-(2-chloro-4-fluoro-5-methoxyphenyl)-3-(3-(trifluoromethyl)-1-((2-(trimethylsilyl)ethoxy)methyl)-1H-pyrazolo[3,4-C]pyridin-4-yl)thieno[3,2-d]pyrimidine-2,4(1H,3H)-dione ClC1=C(C=C(C(=C1)F)OC)C1=CC=2NC(N(C(C2S1)=O)C1=C2C(=CN=C1)N(N=C2C(F)(F)F)COCC[Si](C)(C)C)=O